BrCC1=C(C(=O)OC)C=C(C(=C1)CNC(=O)OC(C)(C)C)F methyl 2-(bromomethyl)-4-(((tert-butoxycarbonyl)amino)methyl)-5-fluorobenzoate